C(C)(=O)ON=C(C1=CC(=CC=C1)CC(C=1SC2=C(N1)C=CC=C2Cl)NS(=O)(=O)C2=CC=CC=C2)N [amino({3-[2-benzenesulfonamido-2-(7-chloro-1,3-benzothiazol-2-yl)ethyl]phenyl})methylidene]amino acetate